N-(1-(azetidin-1-ylmethyl)cyclopropyl)-2,2-difluoro-2-(4-fluoro-3-methoxyphenyl)acetamide N1(CCC1)CC1(CC1)NC(C(C1=CC(=C(C=C1)F)OC)(F)F)=O